2-oxoethyl (Z)-7-((1R,2R,3R,5S)-2-((E)-3,3-difluoro-4-phenoxybut-1-en-1-yl)-3,5-dihydroxycyclopentyl)hept-5-enoate FC(/C=C/[C@@H]1[C@H]([C@H](C[C@H]1O)O)C\C=C/CCCC(=O)OCC=O)(COC1=CC=CC=C1)F